tridecyl-trimellitate C(CCCCCCCCCCCC)OC(C=1C(C(=O)[O-])=CC(C(=O)[O-])=CC1)=O